2-[1,5-dimethyl-8-oxabicyclo[3.2.1]octa-2,6-dien-3-yl]-4,4,5,5-tetramethyl-1,3,2-dioxaborolane CC12C=C(CC(C=C1)(O2)C)B2OC(C(O2)(C)C)(C)C